3-((7-bromo-3-(ethoxycarbonyl)quinolin-4-yl)amino)-5-((tetrahydro-2H-pyran-4-yl)oxy)benzoic acid BrC1=CC=C2C(=C(C=NC2=C1)C(=O)OCC)NC=1C=C(C(=O)O)C=C(C1)OC1CCOCC1